1-(2-(4-Fluoro-2-methylphenoxy)-4-(trifluoromethyl)phenyl)ethan-1-one FC1=CC(=C(OC2=C(C=CC(=C2)C(F)(F)F)C(C)=O)C=C1)C